C1(CCCCC1)C[C@H](N)C(=O)O 3-Cyclohexyl-L-Alanine